(5aR,5bS,7aS,10aS,10bR,12aR)-2-(4-fluorophenyl)-5a,7a-dimethyl-4,5,5a,5b,6,7,7a,9,10,10a,10b,11,12,12a-tetradecahydro-8H-cyclopenta[7,8]phenanthro[2,1-d]thiazol-8-one FC1=CC=C(C=C1)C=1SC2=C(N1)CC[C@@]1([C@H]3CC[C@]4([C@H]([C@@H]3CC[C@H]12)CCC4=O)C)C